1-(methyl-d3)-3-(((2R,3R)-2-methyloxetan-3-yl)oxy)-1H-pyrazol-4-amine C(N1N=C(C(=C1)N)O[C@H]1[C@H](OC1)C)([2H])([2H])[2H]